4-(((6-bromohexyl)oxy)phenyl)-2-phenyldiazene BrCCCCCCOC1=C(C=CC=C1)C1=CC=C(C=C1)N=N